methyl 4-((S)-3-(3-chloropyridin-2-yloxy)pyrrolidin-1-yl)-3-((tetrahydro-2H-pyran-2-yloxy)methyl)benzoate ClC=1C(=NC=CC1)O[C@@H]1CN(CC1)C1=C(C=C(C(=O)OC)C=C1)COC1OCCCC1